fluoro-N-methyl-4-(7-(3-(1-methyl-1H-pyrazol-4-yl)quinolin-6-ylmethyl)imidazo[1,2-b][1,2,4]triazin-2-yl)benzamide FC1=C(C(=O)NC)C=CC(=C1)C=1C=NC=2N(N1)C(=CN2)CC=2C=C1C=C(C=NC1=CC2)C=2C=NN(C2)C